NC=1C(=NC(=CN1)C1=CN=CN1C)C(=O)OC Methyl 3-amino-6-(1-methyl-1H-imidazol-5-yl)pyrazine-2-carboxylate